BrC=1N=C(N2C1C=C(C(=C2)F)C(=O)OC)C methyl 1-bromo-6-fluoro-3-methylimidazo[1,5-a]pyridine-7-carboxylate